ClC1=C(N=NN1CC1=CC=C(C=C1)C=1OC(=NN1)C(F)F)C1=CC=CC=C1 2-(4-((5-chloro-4-phenyl-1H-1,2,3-triazol-1-yl)methyl)phenyl)-5-(difluoromethyl)-1,3,4-oxadiazole